Lithium 5,6-dihydrobenzo[f]imidazo[1,5-d][1,4]oxazepine-10-carboxylate C=1N=CN2CCOC3=C(C21)C=C(C=C3)C(=O)[O-].[Li+]